5-chloro-2-(4,4-difluoro-3-methylpiperidin-1-yl)-N-(4-fluoro-3-(N'-hydroxyamidino)phenyl)-6-methylnicotinamide ClC=1C(=NC(=C(C(=O)NC2=CC(=C(C=C2)F)C(N)=NO)C1)N1CC(C(CC1)(F)F)C)C